2'-Chloro-4'-(oxetan-3-ylmethoxy)-4,5,6',7'-tetrahydro-2H,5'H-spiro[furan-3,8'-quinoline] ClC1=NC=2C3(CCCC2C(=C1)OCC1COC1)COCC3